OC1=C(C=O)C=C(C=C1)CCl 2-hydroxyl-5-chloromethylbenzaldehyde